COC1=CC=C(C=C1)CN1C(N(CCC1=O)C1=CC=C(C=C1)N1CCC(CC1)CCNC(OC(C)(C)C)=O)=O tert-butyl N-[2-[1-[4-[3-[(4-methoxyphenyl)methyl]-2,4-dioxo-hexahydropyrimidin-1-yl] phenyl]-4-piperidyl]ethyl]carbamate